(S)-N-((S)-3-oxo-1-((S)-2-oxopyrrolidin-3-yl)-4-(trifluoromethoxy)butan-2-yl)-5-((R)-2-(trifluoromethoxy)butanoyl)-5-azaspiro[2.4]heptane-6-carboxamide O=C([C@H](C[C@H]1C(NCC1)=O)NC(=O)[C@H]1N(CC2(CC2)C1)C([C@@H](CC)OC(F)(F)F)=O)COC(F)(F)F